CS(=O)(=O)O.CN([C@@H]1C(N(C(C1)=O)[C@@H](C(=O)NCC1=C(C=CC=C1)F)C)=O)C (2R,S)-2-(3-(dimethylamino)-2,5-dioxopyrrolidin-1-yl)-N-(2-fluorobenzyl)propionamide methanesulfonate